O[C@]1(C(O[C@@H]([C@H]1O)CO)=O)C (3R,4R,5R)-3,4-dihydroxy-5-(hydroxymethyl)-3-methyldihydrofuran-2(3H)-one